tert-butyl ((1S)-(5-(cyclopropyl(4,4,4-trifluorobutanamido)methyl)-benzo[d]oxazol-2-yl)(4,4-difluorocyclohexyl)methyl)carbamate C1(CC1)C(C=1C=CC2=C(N=C(O2)[C@H](C2CCC(CC2)(F)F)NC(OC(C)(C)C)=O)C1)NC(CCC(F)(F)F)=O